N1=C(C=C2N1C=CC=C2)[C@H]2N(CCC1=C2N=CN1)C1=NC=C(C=N1)C(F)(F)F (S)-4-(pyrazolo[1,5-a]pyridin-2-yl)-5-(5-(trifluoromethyl)pyrimidin-2-yl)-4,5,6,7-tetrahydro-1H-imidazo[4,5-c]pyridine